FC(S(=O)(=O)OC1=CC(=CC2=CC=C(C(=C12)C#C[Si](C(C)C)(C(C)C)C(C)C)F)NC(=O)OC(C)(C)C)(F)F 3-((tert-butoxycarbonyl)amino)-7-Fluoro-8-((triisopropylsilyl)ethynyl)naphthalene-1-yl trifluoromethanesulfonate